Dimethylsiloxane-Ethyleneoxide CC1(CO[SiH2]O1)C